[C@H]12CN(C[C@H](CC1)N2)C2=NC(=NC1=C(C(=C(C=C21)Cl)C2=CC=CC1=CC=CC=C21)F)NCCCN(C)C (R or S)-4-(4-((1R,5S)-3,8-diazabicyclo[3.2.1]octan-3-yl)-6-chloro-2-((3-(dimethyl-amino)propyl)amino)-8-fluoro-quinazolin-7-yl)naphthalen